NC=1C=2N(C=CN1)C(=NC2C2=CC=C(C(=O)NC1=NC=CC(=C1)N1CCCC1)C=C2)[C@H]2N(CCC2)C(C#CC)=O (S)-4-(8-amino-3-(1-but-2-ynoylpyrrolidin-2-yl)imidazo[1,5-a]pyrazin-1-yl)-N-(4-(pyrrolidin-1-yl)pyridin-2-yl)benzamide